BrC1=CC=C(C=C1)CCC#N 3-(4-bromophenyl)propionitrile